6-(4-isoxazol-5-yl-phenyl)-pyrimidin O1N=CC=C1C1=CC=C(C=C1)C1=CC=NC=N1